2-(6-{1-[(3S)-1-(1,3-dioxolan-2-yl)-4-methylpentan-3-yl]azetidin-3-yl}-3-methyl-[1,2,4]triazolo[4,3-a]pyridin-8-yl)-N-ethyl-5-fluoro-N-(isopropyl)benzamide O1C(OCC1)CC[C@@H](C(C)C)N1CC(C1)C=1C=C(C=2N(C1)C(=NN2)C)C2=C(C(=O)N(C(C)C)CC)C=C(C=C2)F